(R)-N-(1-aminopropan-2-yl)-4-(5-methyl-7H-pyrrolo[2,3-d]pyrimidin-4-yl)-3,4-dihydro-2H-1,4-thiazine-6-carboxamide hydrochloride Cl.NC[C@@H](C)NC(=O)C1=CN(CCS1)C=1C2=C(N=CN1)NC=C2C